CS(=O)(=O)OCC1=C(C=CC(=C1)COC1=CC(=CC=C1)CO[Si](C)(C)C(C)(C)C)F (5-((3-((tert-butyl(dimethyl)silyl)oxymethyl)phenoxy)methyl)-2-fluoro-phenyl)methyl methanesulfonate